Cl.N=C=N Carbodiimide Hydrochloride